S1C(=NN=C1)COC1=CC=C2C=C(NC2=C1)CNC(=O)C1(CC1)C N-((6-((1,3,4-thiadiazol-2-yl)methoxy)-1H-indol-2-yl)methyl)-1-methylcyclopropane-1-carboxamide